C(CC)OC=1C=CC=CC1 3-propoxy-benzene